CCCCCCCCCCCCCCCCO n-hexadecyl alcohol